C(CCCCCCCCCCCCCCCCCCCCCCCCCCCCC)N1C(CC1)=O 1-triacontylazetidin-2-one